Cl.N1C2=C(OCC1)N=C(C=C2)C#CC2=CC=C(S2)CN2C(NN=C2)=O 4-[[5-[2-(2,3-dihydro-1H-pyrido[2,3-b][1,4]oxazin-6-yl)ethynyl]-2-thienyl]methyl]-1,2,4-triazol-3-one hydrochloride